NCC=1C(=NC=CC1)N(S(=O)(=O)C)C N-[3-(aminomethyl)-2-pyridinyl]-N-methyl-methanesulfonamide